C(C)C1=C(OC(=C1)C)C ethyl-methyl-5-methyl-furan